6-((4-((S)-3-aminopiperidin-1-yl)-5-(1-(2,2,2-trifluoroethyl)-1H-pyrazol-4-yl)pyridin-2-yl)amino)-2-(2-fluoro-6-methoxyphenyl)nicotinonitrile N[C@@H]1CN(CCC1)C1=CC(=NC=C1C=1C=NN(C1)CC(F)(F)F)NC1=NC(=C(C#N)C=C1)C1=C(C=CC=C1OC)F